N1N=NN=C1CN1C=C(C2=CC=CC=C12)C[C@@H](C(=O)OCC1=CC=CC=C1)NC(=O)OCC1=CC=CC=C1 (S)-benzyl 3-(1-((1H-tetrazol-5-yl)methyl)-1H-indol-3-yl)-2-(((benzyloxy)carbonyl)amino)propanoate